C(C)O[Si](C1=CC=CC2=CC=CC=C12)(OCC)OCC Triethoxy(1-naphthyl)silane